(R)-N-(1-(1H-indol-4-yl)ethylidene)-2-methylpropane-2-sulfinamide N1C=CC2=C(C=CC=C12)C(C)=N[S@](=O)C(C)(C)C